2-acetyl-N-(2-(difluoromethoxy)-6-methylpyridin-3-yl)-6-(2-isopropylphenyl)-2-azaspiro[3.3]heptane-6-carboxamide C(C)(=O)N1CC2(C1)CC(C2)(C(=O)NC=2C(=NC(=CC2)C)OC(F)F)C2=C(C=CC=C2)C(C)C